N-Benzyltrimethylammonium hydroxid [OH-].C(C1=CC=CC=C1)[N+](C)(C)C